N-[5-(1H-benzimidazol-2-yl)-1-[(4-methoxyphenyl)methyl]pyrazol-3-yl]-6-[3-(hydroxymethyl)-1-piperidyl]pyridine-3-carboxamide N1C(=NC2=C1C=CC=C2)C2=CC(=NN2CC2=CC=C(C=C2)OC)NC(=O)C=2C=NC(=CC2)N2CC(CCC2)CO